N1=CC(=CC=C1)C(=O)[O-].[Cs+] Cesium pyridine-3-carboxylate